FC1=CC=C2C(=CN(C2=C1)C)S(=O)(=O)C1=CC(=C(C=C1)OC)N1CCNCC1 6-fluoro-3-((4-methoxy-3-(piperazin-1-yl)phenyl)sulfonyl)-1-methyl-1H-indole